C1[C@H]([C@H]([C@H](O[C@]1(C(=O)[O-])O)[C@@H](CO)O)O)O deoxy-manno-octulosonate